[C-]#N.C(CCCCCCCCCC)[NH+]1C=C(C=C1)CC 1-Undecyl-3-ethylpyrrolium cyanid